F\C=C(\CNC(OC(C)(C)C)=O)/COC1=CC2=C(N=C(O2)NCCC2COC2)C=C1 tert-butyl (Z)-(3-fluoro-2-(((2-((2-(oxetan-3-yl)ethyl)amino)benzo[d]oxazol-6-yl)oxy)methyl)allyl)carbamate